C1(CC1)OC=1C(=NC=C(C(=O)N)C1)C=O 5-CYCLOPROPOXY-6-FORMYLNICOTINAMIDE